ClC1=C(C(=CC=C1)Cl)N1N=C(C(=C1)NC=1C=NN(C1)C1=NC=CC=C1F)C(=O)N 1-(2,6-dichlorophenyl)-4-((1-(3-fluoropyridin-2-yl)-1H-pyrazol-4-yl)amino)-1H-pyrazole-3-carboxamide